3-Chloro-5-[(phenylsulfonyl)oxy]-N-[1-[1-(2-pyrimidinyl)-1H-1,2,4-triazol-5-yl]ethyl]benzamide ClC=1C=C(C(=O)NC(C)C2=NC=NN2C2=NC=CC=N2)C=C(C1)OS(=O)(=O)C1=CC=CC=C1